C[C@H]1CC[C@@H](NC1)C1CC2(CC(C2)C(=O)N)C1 6-[(2R,5S)-5-methyl-2-piperidyl]spiro[3.3]heptane-2-carboxamide